F.F.OCCN(CCO)CCCN(CCO)CCCCCCCCCCCCCCCCCC bis(hydroxyethyl)aminopropyl-N-hydroxyethyl-octadecylamine-dihydrofluoride